1-(benzofuran-7-yl)-N-(benzofuran-7-yl(4-(tributylsilyl)phenyl)phosphaneyl)-N-butyl-1-(4-(tributylsilyl)phenyl)phosphanamine O1C=CC2=C1C(=CC=C2)P(N(CCCC)P(C2=CC=C(C=C2)[Si](CCCC)(CCCC)CCCC)C2=CC=CC=1C=COC12)C1=CC=C(C=C1)[Si](CCCC)(CCCC)CCCC